N-ethyl-γ-aminopropyltrimethoxysilane C(C)NCCC[Si](OC)(OC)OC